1-((5-bromothiophen-2-yl)sulfonyl)-4-chloro-2-hydroxy-N3-methyl-isophthalamide BrC1=CC=C(S1)S(=O)(=O)C1(C(=O)N)C(C(C(=O)NC)=C(C=C1)Cl)O